N-(4-((3R,4S)-3-amino-4-methylpyrrolidin-1-yl)-2-(bicyclo[2.2.1]heptan-1-yl)-2H-indazol-5-yl)-1-(2,6-difluorophenyl)-6-oxo-1,6-dihydropyridazine-3-carboxamide N[C@H]1CN(C[C@@H]1C)C=1C2=CN(N=C2C=CC1NC(=O)C1=NN(C(C=C1)=O)C1=C(C=CC=C1F)F)C12CCC(CC1)C2